N-(2-cyclopropyl-5-(4-methyl-2-oxopiperazin-1-yl)pyridin-3-yl)-6-(1-(2,2,2-trifluoroethyl)-1H-pyrazol-4-yl)picolinamide C1(CC1)C1=NC=C(C=C1NC(C1=NC(=CC=C1)C=1C=NN(C1)CC(F)(F)F)=O)N1C(CN(CC1)C)=O